dec-7,9-dien-1-ylacetate C(CCCCCC=CC=C)CC(=O)[O-]